6,6-difluoro-4-methylspiro[2.3]hexane FC1(CC(C12CC2)C)F